[Na+].C(CCCCCCCCCCC)(=O)N1[C@@H](CCC1)C(=O)[O-] lauroyl-proline sodium salt